tert-butyl 2-methyl (2R)-piperazine-1,2-dicarboxylate N1([C@H](CNCC1)C(=O)OC)C(=O)OC(C)(C)C